C1N(CC2=CC=CC=C12)S(=O)(=O)N isoindoline-2-sulfonamide